2,4,6-trimethylphenyllithium CC1=C(C(=CC(=C1)C)C)[Li]